C(#CC)S(=O)(=O)[O-].[Mn+2].C(#CC)S(=O)(=O)[O-] manganese (II) propynylsulfonate